FC=1C=C(C=C(C1)F)[C@@H]1CCC2=NN(C(N21)=O)[C@@H]2C[C@H](C2)OC2=CC=C(C=C2)C=2N=COC2 (5S)-5-(3,5-difluorophenyl)-2-{trans-3-[4-(1,3-oxazol-4-yl)phenoxy]cyclobutyl}-2,5,6,7-tetrahydro-3H-pyrrolo[2,1-c][1,2,4]triazol-3-one